C(CCCCCCCCCCC)C=[NH+][O-] lauryl-nitrone